C(C=C)S(=O)(=NCC1=CC=C(C=C1)C1=NOC(=N1)C(F)(F)F)C allyl(methyl)((4-(5-(trifluoromethyl)-1,2,4-oxadiazol-3-yl)benzyl)imino)-λ6-sulfanone